(R or S)-4-(2-(3-(oxetan-3-yl)-1-(pyridin-3-ylmethyl)-pyrrolidin-3-yl)ethyl)-benzonitrile O1CC(C1)[C@@]1(CN(CC1)CC=1C=NC=CC1)CCC1=CC=C(C#N)C=C1 |o1:4|